CC=1C(C(CCC1)(C)C)C(\C=C\C)=O (E)-1-(2,6,6-Trimethyl-2-cyclohexen-1-yl)-2-buten-1-one